FS1(C(=CC=2SC(=CC21)C=O)C=O)F 4,4-difluoro-thieno[3,2-b]thiophene-2,5-dicarboxaldehyde